methyl-2,3'-bipyridine-5'-carboxylic acid ethyl ester C(C)OC(=O)C=1C=C(C=NC1)C1=NC=CC=C1C